C(C)(C)(C)C1=CC=C(C=C1)C=1C=C(C=O)C=C(C1)C1=CC=C(C=C1)C(C)(C)C 3,5-bis(4-t-butylphenyl)benzaldehyde